C(C)O\C(=C/OC1=CC=C(C=C1)CN1N=CC(=C1)C(=O)OCC)\C(F)(F)F ethyl 1-[[4-[(Z)-2-ethoxy-3,3,3-trifluoro-prop-1-enoxy]phenyl]methyl]pyrazole-4-carboxylate